BrC1=CC(=C(C=C1)N=S1(CCCC1)=O)Cl 1-((4-bromo-2-chlorophenyl)imino)tetrahydro-1H-1λ6-thiophene-1-oxide